trans-methyl 4-(5-(4,4-difluorocyclohexyl)-1,3,4-oxadiazol-2-yl)cyclohexanecarboxylate FC1(CCC(CC1)C1=NN=C(O1)[C@@H]1CC[C@H](CC1)C(=O)OC)F